NC1=NC(=CC(=N1)C=1C(=C(C#N)C=CC1)C)C=1N=NN(C1)CC=1C=C2N(N1)CC(C2)C 3-(2-amino-6-(1-((5-methyl-5,6-dihydro-4H-pyrrolo[1,2-b]pyrazol-2-yl)methyl)-1H-1,2,3-triazol-4-yl)pyrimidin-4-yl)-2-methylbenzonitrile